ClC1=C(C=C(N=N1)C=1C(NC(NC1)=O)=O)[C@H]1[C@@H](C1)C(F)(F)F 5-(6-Chloro-5-(trans-2-(trifluoromethyl)cyclopropyl)pyridazin-3-yl)pyrimidine-2,4(1H,3H)-dione